2-(trans-4-((4-(1-(tert-Butyl)-1H-pyrazol-4-yl)pyridin-2-yl)((trans-4-(4-methoxy-3-methylphenyl)cyclohexyl)methyl)carbamoyl)cyclohexyl)acetic acid C(C)(C)(C)N1N=CC(=C1)C1=CC(=NC=C1)N(C(=O)[C@@H]1CC[C@H](CC1)CC(=O)O)C[C@@H]1CC[C@H](CC1)C1=CC(=C(C=C1)OC)C